2-methyl-hydroxy-butanetriol CC(C(O)(O)O)(CC)O